(R)-3-(6-chloro-2-((R)-3-methoxypyrrolidine-1-carbonyl)-1,2,3,4-tetrahydroisoquinolin-8-yl)morpholine-4-carboxylic acid tert-butyl ester C(C)(C)(C)OC(=O)N1[C@@H](COCC1)C=1C=C(C=C2CCN(CC12)C(=O)N1C[C@@H](CC1)OC)Cl